CNC1=C(C=CC=C1N)N 2-N-methylbenzene-1,2,3-triamine